4-amino-2-methoxy-N,N-dimethyl-benzenesulfonamide NC1=CC(=C(C=C1)S(=O)(=O)N(C)C)OC